N6-[(2R)-2-amino-2-phenylethyl]-1-methyl-N4-(4-methyloxan-4-yl)-1H-pyrazolo[3,4-d]pyrimidine-4,6-diamine N[C@@H](CNC1=NC(=C2C(=N1)N(N=C2)C)NC2(CCOCC2)C)C2=CC=CC=C2